S1CC=C1 thiete